FC1=C(C(=CC=C1)F)C(C(=O)O)(F)F 2-(2,6-difluorophenyl)-2,2-difluoroacetic acid